ethyl (2S,3S)-2-amino-3-(4-bromo-1,3-thiazol-2-yl)-3-ethoxypropanoate N[C@H](C(=O)OCC)[C@H](OCC)C=1SC=C(N1)Br